O=C1NC(CCC1N1C(C2=CC=C(C=C2C1=O)C1=CCN(CC1)C(=O)OC(C)(C)C)=O)=O tert-butyl 4-(2-(2,6-dioxopiperidin-3-yl)-1,3-dioxoisoindolin-5-yl)-5,6-dihydropyridine-1(2H)-carboxylate